2-[5-[5-[tert-butyl(dimethyl)silyl]oxy-1-tetrahydropyran-2-yl-indazol-3-yl]-2-methyl-pyrazol-3-yl]ethyl N-(3-hydroxypropyl)carbamate OCCCNC(OCCC=1N(N=C(C1)C1=NN(C2=CC=C(C=C12)O[Si](C)(C)C(C)(C)C)C1OCCCC1)C)=O